C(C)C1=C([C@@H]([C@@H](C(=C1C)C)C(=O)OCC)C(=O)OCC)C cis-diethyl 4-ethyl-3,5,6-trimethylcyclohexa-3,5-diene-1,2-dicarboxylate